ClC=1N=C(C2=C(N1)C(=C(N=C2)Cl)F)N2CC1(CC(C1)O)CCC2 6-(2,7-dichloro-8-fluoropyrido[4,3-d]pyrimidin-4-yl)-6-azaspiro[3.5]nonan-2-ol